C1(=C(CC=CC1)C(=O)OCCCC)C(=O)OCCCC 1,2-dibutyl 1,4-cyclohexadiene-1,2-dicarboxylate